4-[3-[2-(3-ethoxyphenyl)phenyl]propanoyl]piperazin C(C)OC=1C=C(C=CC1)C1=C(C=CC=C1)CCC(=O)N1CCNCC1